[N+](=O)([O-])C=1C(=NC(=CC1)N1N=CC=C1)NC=1C=C2CC[C@@H](C2=CC1)NC(OC(C)(C)C)=O tert-butyl N-[(1S)-5-{[3-nitro-6-(pyrazol-1-yl)pyridin-2-yl]amino}-2,3-dihydro-1H-inden-1-yl]carbamate